imidazo[1,2-b]Pyridazine hydrochloride Cl.N=1C=CN2N=CC=CC21